CCCCCCCCC(CCCCCCCC)OC(CCCCCCCN(CCCCCC(OCCCCCCCCCCC)=O)CCO)=O heptadecan-9-yl-8-((2-hydroxyethyl)(6-oxo-6-(undecyloxy)-hexyl)amino)octanoate